[N-]=C=S.C(C)(=O)O[C@H]1[C@H](O)O[C@@H]([C@H]([C@@H]1OC(C)=O)OC(C)=O)COC(C)=O 2,3,4,6-tetra-O-acetyl-beta-D-glucopyranose isothiocyanate